3-Methyl-2-oxo-5-[4-(4-piperidyloxy)but-1-ynyl]benzimidazol CN1C(NC2=C1C=C(C=C2)C#CCCOC2CCNCC2)=O